1-naphthacene-carbonitrile C1(=CC=CC2=CC3=CC4=CC=CC=C4C=C3C=C12)C#N